CN(C(O)=O)C=1C(=NC(=NC1N)C1=NN(C2=NC=C(C=C21)F)CC2=C(C=CC=C2)F)N.NC=2C=CC=C1C(=CN(C21)S(=O)(=O)C2=CC=C(C)C=C2)C2=CC(=NC=C2)NC(=O)C2CC2 N-(4-(7-amino-1-tosyl-1H-indol-3-yl)pyridin-2-yl)cyclopropanecarboxamide methyl-{4,6-diamino-2-[5-fluoro-1-(2-fluorobenzyl)-1H-pyrazolo[3,4-b]pyridin-3-yl]pyrimidin-5-yl}carbamate